Cl.Cl.C1(CC1)NC=1N=C2C=CC3=C(C2=C(N1)N)C=CN3CC3=CC=C(C=C3)C(C)C N3-Cyclopropyl-7-[[4-(1-methylethyl)phenyl]methyl]-7H-pyrrolo[3,2-f]quinazoline-1,3-diamine dihydrochloride